methyl 5-(2-acetamidoethoxy)-4-bromo-2,3-dihydro-1H-indene-2-carboxylate C(C)(=O)NCCOC=1C(=C2CC(CC2=CC1)C(=O)OC)Br